1,4-Bis[(3-ethyl-3-oxetanylmethoxy)methyl]benzol C(C)C1(COC1)COCC1=CC=C(C=C1)COCC1(COC1)CC